1-(3-Bromo-2-hydroxy-5-methyl-phenyl)-3-indan-2-yl-2-methyl-propane-1,3-dione BrC=1C(=C(C=C(C1)C)C(C(C(=O)C1CC2=CC=CC=C2C1)C)=O)O